2-(1-(3-oxa-8-azabicyclo[3.2.1]octane-8-carbonyl)piperidin-4-ylidene)-2-(2,4-difluorophenyl)acetonitrile C12COCC(CC1)N2C(=O)N2CCC(CC2)=C(C#N)C2=C(C=C(C=C2)F)F